CSC1=CC=C(C=C1)C#CC1=CC=C(C=C1)SC 1,2-bis(4-(methylthio)phenyl)acetylene